FC1=CC=C(CNC(=O)C=2C=CC3=CN4C(=CN3C2)N=CC4)C=C1 1,3a,8a-triaza-cyclopenta[b]naphthalene-7-carboxylic acid 4-fluoro-benzylamide